3-fluoro-4-((1-(3-(isoxazol-5-yl)phenoxy)propan-2-yl)oxy)benzonitrile FC=1C=C(C#N)C=CC1OC(COC1=CC(=CC=C1)C1=CC=NO1)C